FC1(CC(C1)(C)CN1N=C(C(=C1C(=O)N)C(F)F)C1(CC1)F)F 1-((3,3-Difluoro-1-methylcyclobutyl)methyl)-4-(difluoromethyl)-3-(1-fluorocyclopropyl)-1H-pyrazole-5-carboxamid